Tin (II) bromide [Sn](Br)Br